4-(2,4-dimethoxyphenoxy)-N-(pyridin-3-yl)-6-(trifluoromethyl)-nicotinamide COC1=C(OC2=CC(=NC=C2C(=O)NC=2C=NC=CC2)C(F)(F)F)C=CC(=C1)OC